tert-butyl 6'-bromo-4'-hydroxyspiro(azetidine-3,2'-chroman)-1-carboxylate BrC=1C=C2C(CC3(OC2=CC1)CN(C3)C(=O)OC(C)(C)C)O